ClC1=CC=C(C=C1)N1N=C(CC1=O)C 2-(4-Chloro-phenyl)-5-methyl-4H-pyrazol-3-one